3-N-[4-[(6,7-dimethoxy-1,5-naphthyridin-4-yl)oxy]-3-fluorophenyl]-4-hydroxy-5-N,2,6-trimethylpyridine-3,5-dicarboxamide COC=1N=C2C(=CC=NC2=CC1OC)OC1=C(C=C(C=C1)NC(=O)C=1C(=NC(=C(C1O)C(=O)NC)C)C)F